ClC=1C(=NC2=CC(=C(N=C2C1N[C@H](CC)C1=NC=CC=C1F)C1=CC(=C(C=C1)P(=O)(C)C)F)F)C 3-chloro-6-[4-(dimethylphosphoryl)-3-fluorophenyl]-7-fluoro-N-[(1R)-1-(3-fluoropyridin-2-yl)propyl]-2-methyl-1,5-naphthyridin-4-amine